1-(3-(1,3-Dioxolan-2-yl)propyl)-3-methyl-1H-indole O1C(OCC1)CCCN1C=C(C2=CC=CC=C12)C